C(N)(=N)N1CCC(=CC1)C1=C(C=C(C(=O)NC2=C(C(=C(C=C2)C=2CCN(CC2)C(N)=N)Cl)F)C=C1)F 4-(1-carbamimidoyl-1,2,3,6-tetrahydro-pyridin-4-yl)-N-[4-(1-carbamimidoyl-1,2,3,6-tetrahydro-pyridin-4-yl)-3-chloro-2-fluoro-phenyl]-3-fluoro-benzamide